NC=1NC(C(=C(N1)N)CC(=O)NC=1C=CC(=NC1)C(=O)N[C@H](C(=O)O)CCC(=O)O)=O (2S)-2-({5-[2-(2,4-diamino-6-oxo-1,6-dihydropyrimidin-5-yl)acetamido]pyridin-2-yl}formamido)pentanedioic acid